(3r,7r)-2-(3,4-dichlorobenzoyl)-9-(1-(6-hydrazinopyridin-3-yl)ethyl)-3,7-dimethyl-1,2,3,4,8,9-hexahydropyrido[4',3':3,4]Pyrazolo[1,5-a]Pyrazin-10(7H)-one ClC=1C=C(C(=O)N2CC=3C(=NN4C3C(N(C[C@H]4C)C(C)C=4C=NC(=CC4)NN)=O)C[C@H]2C)C=CC1Cl